BrC1=CC=C(C(=N1)NC(=O)[C@H]1N([C@@H](CC1)C)C(=O)OC(C)(C)C)C tert-Butyl (2S,5R)-2-((6-bromo-3-methylpyridin-2-yl)carbamoyl)-5-methylpyrrolidine-1-carboxylate